methyl 2-[3-[3-(hydroxymethyl)cyclobutoxy]isoxazol-5-yl]-3-methyl-butanoate OCC1CC(C1)OC1=NOC(=C1)C(C(=O)OC)C(C)C